NC1=CC(=C(C#N)C=C1C)C(F)(F)F 4-amino-5-methyl-2-(trifluoromethyl)benzonitrile